4-(4-chloro-2-fluoro-phenyl)-2-[(2R,4S)-2-(1-cyclopropylpyrazol-4-yl)tetrahydropyran-4-yl]-6-(difluoromethyl)-7-methyl-pteridine ClC1=CC(=C(C=C1)C1=NC(=NC2=NC(=C(N=C12)C(F)F)C)[C@@H]1C[C@@H](OCC1)C=1C=NN(C1)C1CC1)F